N-(t-butyl)-2-benzothiazolyl-sulfenamide ethyl-(11S)-13-(2-chloro-6-fluoro-phenyl)-11-methyl-10-thioxo-7-thia-9,12-diazatricyclo[6.5.0.02,6]trideca-1(8),2(6),12-triene-4-carboxylate C(C)OC(=O)C1CC=2C=3C(=N[C@H](C(NC3SC2C1)=S)C)C1=C(C=CC=C1F)Cl.C(C)(C)(C)NSC=1SC2=C(N1)C=CC=C2